COC=1C=C2C(=NC(=NC2=CC1OC)NC=1C=C2C=CN(C2=CC1)C)C(F)(F)F 6,7-dimethoxy-N-(1-methylindol-5-yl)-4-trifluoromethylquinazolin-2-amine